(3R)-1-[7-[8-ethyl-7-fluoro-3-(methoxymethoxy)-1-naphthyl]-8-fluoro-2-[(3-methyl-3-azabicyclo[3.1.0]hexan-1-yl)methoxy]pyrido[4,3-d]pyrimidin-4-yl]-3-methyl-piperidin-3-ol C(C)C=1C(=CC=C2C=C(C=C(C12)C1=C(C=2N=C(N=C(C2C=N1)N1C[C@@](CCC1)(O)C)OCC12CN(CC2C1)C)F)OCOC)F